(S)-(4-(4-amino-6-(6-ethynyl-5-fluoro-4-methylpyridin-3-yl)-7-methyl-7H-pyrrolo[2,3-d]pyrimidin-5-yl)cyclohex-3-en-1-yl)(pyrrolidin-1-yl)methanone NC=1C2=C(N=CN1)N(C(=C2C2=CC[C@H](CC2)C(=O)N2CCCC2)C=2C=NC(=C(C2C)F)C#C)C